C(C1=CC=CC=C1)OC1=NN2C(C3(C(C(C2)C)C(=NO3)C(=O)OCC)O)=C1 ethyl 8-(benzyloxy)-9b-hydroxy-4-methyl-3a,4,5,9b-tetrahydroisoxazolo[5,4-c]pyrazolo[1,5-a]pyridine-3-carboxylate